COC(=O)C=1C=C2C=CN(C2=CC1)CC1=C(C=CC=C1OC(C)C)F 1-(2-fluoro-6-isopropoxybenzyl)-1H-indole-5-carboxylic acid methyl ester